4-(3-((benzyloxy)methyl)-2-(4,4,5,5-tetramethyl-1,3,2-dioxaborolan-2-yl)bicyclo[1.1.1]pentan-1-yl)-3,6-dichloropyridazine C(C1=CC=CC=C1)OCC12C(C(C1)(C2)C2=C(N=NC(=C2)Cl)Cl)B2OC(C(O2)(C)C)(C)C